N1=CNC2=C1C=CC(=C2)C(=O)[O-] 3H-benzimidazole-5-carboxylate